3-(3-(2,6-difluorophenyl)-4-oxo-3,4-dihydro-phthalazin-1-yl)-N,N-dimethyl-benzenesulfonamide FC1=C(C(=CC=C1)F)N1N=C(C2=CC=CC=C2C1=O)C=1C=C(C=CC1)S(=O)(=O)N(C)C